di(1-butyl-3-methylimidazole) hydrogen phosphate P(=O)(O)(O)O.C(CCC)N1CN(C=C1)C.C(CCC)N1CN(C=C1)C